5-methyl-2-(2-methylthiazol-4-yl)benzoic acid, lithium salt [Li+].CC=1C=CC(=C(C(=O)[O-])C1)C=1N=C(SC1)C